N-(2-(2-((2-fluoro-4-morpholinylphenyl)amino)quinazolin-8-yl)pyridin-4-yl)acrylamide FC1=C(C=CC(=C1)N1CCOCC1)NC1=NC2=C(C=CC=C2C=N1)C1=NC=CC(=C1)NC(C=C)=O